NC1=C(C#N)C=C(C=C1)OCC1CCC(CC1)(F)F 2-amino-5-((4,4-difluorocyclohexyl)methoxy)benzonitrile